(+/-)-3-[4-(2,6-difluoro-4-{[5-fluoro-5-(hydroxymethyl)-5,6-dihydro-4H-1,3-oxazin-2-yl]amino}phenoxy)-1H-pyrrolo[2,3-b]pyridin-3-yl]-5-fluorobenzamide FC1=C(OC2=C3C(=NC=C2)NC=C3C=3C=C(C(=O)N)C=C(C3)F)C(=CC(=C1)NC=1OC[C@@](CN1)(CO)F)F |r|